Benzyl N6-((benzyloxy)carbonyl)-N2-((2-oxo-2-((S)-1-((quinoline-4-carbonyl)glycyl)pyrrolidin-2-yl)acetyl)glycyl)-L-lysinate C(C1=CC=CC=C1)OC(=O)NCCCC[C@H](NC(CNC(C([C@H]1N(CCC1)C(CNC(=O)C1=CC=NC2=CC=CC=C12)=O)=O)=O)=O)C(=O)OCC1=CC=CC=C1